NC=1C(=NC(=C(N1)N)Cl)C(=O)NC(NCCCCC1=CC=C(C=C1)C1=CC=C(C=C1)CCC(=O)N[C@@H](CCCCN)C(=O)OC)=N methyl (3-(4'-(4-(3-(3,5-diamino-6-chloropyrazine-2-carbonyl)guanidino)butyl)-[1,1'-biphenyl]-4-yl)propanoyl)-L-lysinate